BrC1=CC=CC=2SC3=C(C21)C(=CC=C3)Cl 1-bromo-9-chlorodibenzothiophene